O[C@]1(C(CO)=O)CC[C@H]2[C@@H]3CCC4=CC(CC[C@]4(C)[C@H]3C(C[C@]12C)=O)=O 17,21-dihydroxy-4-pregnene-3,11,20-trione